FC(OCCOS(=O)(=O)C1=CC=C(C)C=C1)(F)F 2-trifluoromethoxy-ethyl-tosylate